C(#N)C=1C(=C(C(=O)NC=2C=C3C(=NNC3=CC2)C=2C=NN(C2)C(F)F)C(=CC1)C)F 3-Cyano-N-(3-(1-(difluoromethyl)-1H-pyrazol-4-yl)-1H-indazol-5-yl)-2-fluoro-6-methylbenzamide